1-(4-((4-((5-((3S,4S)-4-amino-3-methyl-2-oxa-8-azaspiro[4.5]decane-8-yl)pyrazin-2-yl)thio)-3-chloropyridin-2-yl)amino)pyrimidin-2-yl-4-methylpiperidin-4-yl)methanol hydrochloride Cl.N[C@@H]1[C@@H](OCC12CCN(CC2)C=2N=CC(=NC2)SC2=C(C(=NC=C2)NC2=NC(=NC=C2)N2CCC(CC2)(C)CO)Cl)C